ClC1=CC=CC(=C1C(=O)NC1=CC=C(C=C1)N1C2=C(NCC=C1)C1=CC=CC=C1C=C2)O 5-[4-(6-chloro-2-hydroxybenzoylamino)phenyl]-1H-naphtho[1,2-b][1,4]diazepine